C(C=C)OCC(CO)O 3-Allyloxy-1,2-propandiol